FC(F)(F)C1=C(C=CC=C1)CCC(=O)C1NC2=C(OC1)C=CN=C2 3-(3-(Trifluoromethylphenyl)propionyl)-3,4-dihydro-2H-pyrido[4,3-b][1,4]oxazine